C(C)(C)NC(O[C@H]1C[C@H](CC1)C=1NN=C(C1)NC(CC=1C=NN(C1)C1=C(C(=CC=C1)OCC1=CC=C(C=C1)OC)C1OCCO1)=O)=O (1R,3S)-3-[5-(2-{1-[2-(1,3-dioxolan-2-yl)-3-[(4-methoxyphenyl)methoxy]phenyl] pyrazol-4-yl}acetamido)-2H-pyrazol-3-yl]cyclopentyl N-isopropylcarbamate